S(=O)(=O)([O-])[O-].[Sc+3].[Na+].S(=O)(=O)([O-])[O-] sodium-scandium sulfate